C1(C=2C(C(N1O[As](OC1=CC=CC=C1)OC1=CC=CC=C1)=O)=CC=CC2)=S thiophthalimidooxybisphenoxyArsine